ethyl-dimethyl-ethyl-ammonium ethyl-sulfate C(C)OS(=O)(=O)[O-].C(C)[N+](CC)(C)C